allyl-epoxycyclohexane C(C=C)C12C(CCCC1)O2